COC(=O)C1=C(CN2N=CC(=C2)C(=O)OC(C)(C)C)C=CC=C1 tert-butyl 1-(2-(methoxycarbonyl)benzyl)-1H-pyrazole-4-carboxylate